C(CCCC)C1(CCCCCC1)CCCCC di(n-pentyl)cycloheptane